O[C@H]1C(O[C@H]([C@H]1O)[C@@H]([C@H](CO)O)O)=O (3R,4S,5S)-3,4-dihydroxy-5-[(1R,2S)-1,2,3-Trihydroxypropyl]dihydro-2(3H)-furanone